3-imidazole-1-yl-propane-1,2-diol N1(C=NC=C1)CC(CO)O